Dipentaerythritol Stearate C(CCCCCCCCCCCCCCCCC)(=O)OCC(CO)(COCC(CO)(CO)CO)CO